C(CCCCCCC\C=C/CCCCCC)O Z-9-hexadecene-1-ol